tert-butyl 6-(8-(benzo[d]thiazol-2-ylcarbamoyl)-3,4-dihydroisoquinolin-2(1H)-yl)-3-(2-methyl-3-(2-(piperidin-4-yl)ethoxy)phenyl)picolinate S1C(=NC2=C1C=CC=C2)NC(=O)C=2C=CC=C1CCN(CC21)C2=CC=C(C(=N2)C(=O)OC(C)(C)C)C2=C(C(=CC=C2)OCCC2CCNCC2)C